5-methyl-N-(5-(5-methyl-1,2,4-oxadiazol-3-yl)-2,3-dihydro-1H-inden-1-yl)isoxazole-4-carboxamide CC1=C(C=NO1)C(=O)NC1CCC2=CC(=CC=C12)C1=NOC(=N1)C